methyl 4-((R)-1-((S)-morpholine-3-carboxamido)ethyl)benzoate hydrochloride Cl.N1[C@@H](COCC1)C(=O)N[C@H](C)C1=CC=C(C(=O)OC)C=C1